N=1C=C(N2C1C=CC=C2)C#N imidazo[1,2-a]pyridine-3-carbonitrile